2-bromo-2-(3-(trifluoromethyl)phenyl)acetic acid BrC(C(=O)O)C1=CC(=CC=C1)C(F)(F)F